ethyl 1-acetyl-3-[(pyridin-2-yl) methoxy]-1H-pyrazole-4-carboxylate C(C)(=O)N1N=C(C(=C1)C(=O)OCC)OCC1=NC=CC=C1